5-chloro-2-methoxy-4-(trifluoromethyl)aniline ClC=1C(=CC(=C(N)C1)OC)C(F)(F)F